3,11,11-trimethyl-8,9,10,11-tetrahydrofuro[3,2-f][1,2,4]triazolo[4,3-a]quinoxaline CC1=NN=C2N1C=1C=CC3=C(C1NC2(C)C)CCO3